NC(C(CCC(=O)O)N1C(C2=C(C=C3C(=C2C1)OCC31CCN(CC1)C(=O)OC(C)(C)C)OC)=O)=O 5-Amino-4-(1'-(Tert-Butoxycarbonyl)-5-Methoxy-6-Oxo-6,8-Dihydro-2H,7H-Spiro[Furo[2,3-e]Isoindole-3,4'-Piperidin]-7-Yl)-5-Oxopentanoic Acid